ls-1,4-dimethoxybenzene COC1=CC=C(C=C1)OC